CC1([C@@H](N2C([C@H]([C@H]2S1)NC(CC1=CC=CC=C1)=O)=O)C(=O)OCC1CCCCC1)C Cyclohexylmethyl (2S,5R,6R)-3,3-dimethyl-7-oxo-6-(2-phenylacetamido)-4-thia-1-azabicyclo[3.2.0]heptane-2-carboxylate